N-(5-((4-Oxaspiro(2.4)heptan-6-yl)oxy)-1,3,4-thiadiazol-2-yl)-3'-fluoro-5'-methoxy-2',6-dimethyl-(4,4'-bipyridine)-3-carboxamide C1CC12OCC(C2)OC2=NN=C(S2)NC(=O)C=2C=NC(=CC2C2=C(C(=NC=C2OC)C)F)C